ClC1=NC(=CC2=CN=C(C=C12)NC(=O)C1CC1)C=1C(=CC(=NC1)C(=O)OC)C methyl 5-(1-chloro-7-(cyclopropanecarboxamido)-2,6-naphthyridin-3-yl)-4-methylpicolinate